C[C@@H]1CN(CCN1C)C1=C2C=CN=NC2=C(C=C1)C(=O)NC=1C=C(C=2N(C1)C=C(N2)C)F 5-[(3R)-3,4-dimethylpiperazin-1-yl]-N-[8-fluoro-2-methylimidazo[1,2-a]pyridin-6-yl]cinnoline-8-carboxamide